N-formyl-L-glutamate C(=O)N[C@@H](CCC(=O)[O-])C(=O)[O-]